FC=1C=C(C=NC1)[C@H](O)[C@@H]1N[C@@H](CC1)C1=CC=C(C=C1)OC (S)-(5-Fluoropyridin-3-yl)((2R,5S)-5-(4-methoxyphenyl)pyrrolidin-2-yl)methanol